N[C@@H]1COCC12CCN(CC2)C=2N(C(C1=C(N2)NC=C1C=1C=CC2=CN(N=C2C1)CC)=O)C 2-[(4S)-4-amino-2-oxa-8-azaspiro[4.5]decan-8-yl]-5-(2-ethyl-2H-indazol-6-yl)-3-methyl-3H,4H,7H-pyrrolo[2,3-d]pyrimidin-4-one